ClC=1C=C(C(=NC1)OC=1C=CC=2N(C1)C=C(N2)C(=O)NC2(CC(S(CC2)(=O)=O)(C)C)C)OCC(F)F 6-[[5-chloro-3-(2,2-difluoroethoxy)-2-pyridyl]oxy]-N-(2,2,4-trimethyl-1,1-dioxo-thian-4-yl)imidazo[1,2-a]pyridine-2-carboxamide